2-(3-((8S,8aR)-8-(methoxymethyl)-3-oxohexahydroimidazo[1,5-a]pyrazin-2(3H)-yl)bicyclo[1.1.1]pentan-1-yl)acetic acid COC[C@@H]1[C@@H]2N(CCN1)C(N(C2)C21CC(C2)(C1)CC(=O)O)=O